C1(=CC=C(C=C1)CN1C2=C(C=C1C(=O)O)SC=C2Br)C2=CC=CC=C2 4-([1,1'-biphenyl]-4-ylmethyl)-3-bromo-4H-thieno[3,2-b]pyrrole-5-carboxylic acid